C(#N)C1=NC=C(C(=C1)C1=CC=2N(C=C1)N=C(C2)NC(=O)C2CC2)OC[C@@H]2CC[C@H](CC2)O trans-N-(5-(2-Cyano-5-(((1r,4r)-4-hydroxycyclohexyl)methoxy)pyridin-4-yl)pyrazolo[1,5-a]pyridin-2-yl)cyclopropanecarboxamide